OB1OCC2=C1C=CC(=C2)NC2=NC=C(C(=N2)N[C@@H]2COCC[C@H]2C#N)C (trans)-3-[[2-[(1-hydroxy-3H-2,1-benzoxaborole-5-yl)amino]-5-methyl-pyrimidin-4-yl]amino]tetrahydropyran-4-carbonitrile